diiodo[2,6-bis[4-(R)-tert-butyl-2-oxazolyl]-4-chloropyridine] cobalt [Co].IC=1C(=C(C(=NC1C=1OC=C(N1)C(C)(C)C)C=1OC=C(N1)C(C)(C)C)I)Cl